(2S,4S,6S)-4-cyclohexyl-2-methyl-6-(1-methyltriazol-4-yl)piperidin-4-ol C1(CCCCC1)[C@@]1(C[C@@H](N[C@@H](C1)C=1N=NN(C1)C)C)O